(3S)-6-fluoro-3-methyl-4-[(3-methyloxetan-3-yl)carbonyl]-8-[5-(trifluoromethyl)-1,2,4-oxadiazol-3-yl]-3,5-dihydro-2H-1,4-benzoxazepine FC1=CC(=CC2=C1CN([C@H](CO2)C)C(=O)C2(COC2)C)C2=NOC(=N2)C(F)(F)F